N-(6-amino-2,3-dihydrobenzofuran-5-yl)-N-methylsulfonamide NC1=CC2=C(CCO2)C=C1N(S(=O)=O)C